3-(1H-pyrazol-1-yl)propanoic acid N1(N=CC=C1)CCC(=O)O